N-(2-(2,4-Dihydroxy-5-methylbenzoyl)isoindolin-4-yl)-N-methylacrylamide OC1=C(C(=O)N2CC3=CC=CC(=C3C2)N(C(C=C)=O)C)C=C(C(=C1)O)C